Bisindolyl-methane N1C(=CC2=CC=CC=C12)CC=1NC2=CC=CC=C2C1